C(#C)C=1SC=C(N1)NC(=O)NCC1=CC=C(C=C1)C1=CC(=CC=C1)C(CC)=O 1-(2-Ethynylthiazol-4-yl)-3-((3'-propionyl-[1,1'-biphenyl]-4-yl)methyl)urea